(Z)-3-(4-bromo-1-methyl-1H-pyrazol-5-yl)-2-(pyridin-3-yl)acrylonitrile BrC=1C=NN(C1\C=C(/C#N)\C=1C=NC=CC1)C